2,4,6-triiodo-3,5-dihydroxybenzaldehyde IC1=C(C=O)C(=C(C(=C1O)I)O)I